NCCC1CN(C1)C(=O)OC(C)(C)C (R)-3-aminoethyl-1-Boc-azetidine